FC([C@H](C)N1N=NC2=C1C=C(C=C2)C=2C=CN1N=C(N=C(C12)OC)N[C@@H]1[C@H](CN(CC1)C1COC1)F)F 5-(1-((S)-1,1-difluoropropan-2-yl)-1H-benzo[d][1,2,3]triazol-6-yl)-N-((3S,4S)-3-fluoro-1-(oxetan-3-yl)piperidin-4-yl)-4-methoxypyrrolo[2,1-f][1,2,4]triazin-2-amine